3-trifluoromethyl-chlorobenzyl chloride FC(C=1C=C(C(Cl)Cl)C=CC1)(F)F